Triglycerin Trilaurate C(CCCCCCCCCCC)(=O)O.C(CCCCCCCCCCC)(=O)O.C(CCCCCCCCCCC)(=O)O.OCC(O)CO.OCC(O)CO.OCC(O)CO